NC1=C(C(=O)NC(C)(C)C)C=CC=N1 2-amino-N-(tert-butyl)nicotinamide